1-(3,5-difluorobenzyl)-3-methyl-2-oxo-N-(2,4,6-trifluorobenzyl)-1,2,3,4-tetrahydropyrido[3,2-d]pyrimidine-7-carboxamide FC=1C=C(CN2C(N(CC3=C2C=C(C=N3)C(=O)NCC3=C(C=C(C=C3F)F)F)C)=O)C=C(C1)F